tert-butyldiphenylphosphine C(C)(C)(C)P(C1=CC=CC=C1)C1=CC=CC=C1